FC=1C(=NC=CC1)CC(=O)O (3-fluoropyridin-2-yl)acetic acid